NC=1C=C2CCN(C(C2=CC1OC)=O)C1CCN(CC1)C(CCN1CCN(CC1)C1=C2C(N(C(C2=CC=C1)=O)C1C(NC(CC1)=O)=O)=O)=O 4-(4-(3-(4-(6-amino-7-methoxy-1-oxo-3,4-dihydroisoquinolin-2(1H)-yl)piperidin-1-yl)-3-oxopropyl)piperazin-1-yl)-2-(2,6-dioxopiperidin-3-yl)isoindoline-1,3-dione